ClCC=1C(=NC=CC1)OCC1=CC=C(C=C1)OC 3-(chloromethyl)-2-((4-methoxybenzyl)oxy)pyridine